9-(2-bromophenyl)pyrido[3,4-b]indole BrC1=C(C=CC=C1)N1C2=C(C3=CC=CC=C13)C=CN=C2